BrC=1C=CC(=C(C1)NC(C(C)C1=CC=C(C=C1)CC(C)C)=O)NCC1=C(C=CC=C1)Cl N-(5-bromo-2-((2-chlorobenzyl)amino)phenyl)-2-(4-isobutylphenyl)propionamide